4-cyclopropyl-1,2,5-oxadiazol-3-carboxylic acid 2,5-dioxopyrrolidin-1-yl ester O=C1N(C(CC1)=O)OC(=O)C1=NON=C1C1CC1